[O-2].[Ca+2].[Li+] lithium-calcium oxide